CN1C(N(C2=C1C(=CC=C2)N2CC(C2)CN2CCNCC2)C2C(NC(CC2)=O)=O)=O 3-[3-methyl-2-oxo-4-[3-(piperazin-1-ylmethyl)azetidin-1-yl]benzimidazol-1-yl]piperidine-2,6-dione